F[P-](F)(F)(F)(F)F.C(C)(C)(C)[N+](C(C)(C)C)(C(C)(C)C)C(C)(C)C tetra-tert-butyl-ammonium hexafluorophosphate